α-chloro-cinnamaldehyde ClC(C=O)=CC1=CC=CC=C1